CS(=O)(=O)OCC(C)OCC=CCl 2-(3-chloro-allyloxy)-propyl methanesulfonate